8-[3-chloro-4-[4-[(dimethylamino)methyl]piperidine-1-carbonyl]anilino]imidazo[1,2-a]pyrazin ClC=1C=C(NC=2C=3N(C=CN2)C=CN3)C=CC1C(=O)N1CCC(CC1)CN(C)C